sodium 13-ethyl-5,8,11-trioxaheptadecane-1-sulfonate C(C)C(COCCOCCOCCCCS(=O)(=O)[O-])CCCC.[Na+]